(R)-2-(2-(3,6-dihydro-2H-pyran-4-yl)-5-ethyl-6-(3-methylpiperazin-1-yl)-7-oxo-[1,2,4]triazolo[1,5-a]pyrimidin-4(7H)-yl)-N-(5-fluoro-2-methyl-4-(trifluoromethyl)phenyl)acetamide O1CCC(=CC1)C1=NN2C(N(C(=C(C2=O)N2C[C@H](NCC2)C)CC)CC(=O)NC2=C(C=C(C(=C2)F)C(F)(F)F)C)=N1